3-(4-chlorophenyl)-1-phenylpropan-1-one ClC1=CC=C(C=C1)CCC(=O)C1=CC=CC=C1